NC=1C(=C2C(=NC1C(=O)N)N(C=N2)CC)C2=C(C(=CC=C2C)O)C (R)-6-amino-3-ethyl-7-(3-hydroxy-2,6-dimethylphenyl)-3H-imidazo[4,5-b]pyridine-5-carboxamide